CC1=C(C=CC=C1C)[O-] 2,3-dimethylphenolate